3-[5-(difluoromethyl)-1,3,4-thiadiazol-2-yl]-1-ethyl-6-fluoro-N-(3-methyloxetan-3-yl)-2-oxo-1,3-benzodiazole-5-sulfonamide FC(C1=NN=C(S1)N1C(N(C2=C1C=C(C(=C2)F)S(=O)(=O)NC2(COC2)C)CC)=O)F